ClC1=C(C=C2C(=C(NC2=C1F)C1=NN=C(N1)C(F)(F)F)C=1C=NNC1)C#N 6-chloro-7-fluoro-3-(1H-pyrazol-4-yl)-2-(5-(trifluoromethyl)-4H-1,2,4-triazol-3-yl)-1H-indole-5-carbonitrile